C(C1=CC=CC=C1)N1C2CCC(C1)C2 2-benzyl-2-azabicyclo[2.2.1]heptane